[N+](=O)([O-])C=1C=NN(C1)C1CN(C1)CC#N 2-(3-(4-nitro-1H-pyrazol-1-yl)azetidin-1-yl)acetonitrile